[Si](C1=CC=CC=C1)(C1=CC=CC=C1)(C(C)(C)C)OCCNC=1C(=CC(=C(C#N)C1)F)[N+](=O)[O-] 5-{[2-(tert-butyldiphenylsilyloxy)ethyl]amino}-2-fluoro-4-nitrobenzonitrile